(2S)-3-(3-chloro-5-iodophenyl)-2-(9H-fluoren-9-ylmethoxycarbonylamino)propanoic acid ClC=1C=C(C=C(C1)I)C[C@@H](C(=O)O)NC(=O)OCC1C2=CC=CC=C2C=2C=CC=CC12